C1OCC12CN(C2)C=2C=CC(=NC2)NC=2C=CC(=C1CNC(C21)=O)C2=CN=C1N2C=CN=C1 7-((5-(2-oxa-6-aza-spiro[3.3]heptan-6-yl)pyridin-2-yl)amino)-4-(imidazo[1,2-a]pyrazin-3-yl)isoindolin-1-one